3-(4-((2-(4-chlorophenoxy)benzyl)oxy)phenyl)propanoic acid ClC1=CC=C(OC2=C(COC3=CC=C(C=C3)CCC(=O)O)C=CC=C2)C=C1